NC(C[C@H]1C=2N(C3=C(C(=N1)C1=CC=C(C=C1)C1=CC(=CC=C1)NC(OC(C)(C)C)=O)C(=C(S3)C)C)C(=NN2)C)=O tert-butyl (S)-(4'-(6-(2-amino-2-oxoethyl)-2,3,9-trimethyl-6H-thieno[3,2-f][1,2,4]triazolo[4,3-a][1,4]diazepin-4-yl)-[1,1'-biphenyl]-3-yl)carbamate